(S)-3-(5-(4-((1-(4-((1R,2R)-2-cyclohexyl-6-hydroxy-1,2,3,4-tetrahydronaphthalene-1-yl)-2-Fluorophenyl)piperidin-4-yl)methyl)piperazin-1-yl)-1-oxoisoindolin-2-yl)piperidine-2,6-dione C1(CCCCC1)[C@@H]1[C@@H](C2=CC=C(C=C2CC1)O)C1=CC(=C(C=C1)N1CCC(CC1)CN1CCN(CC1)C=1C=C2CN(C(C2=CC1)=O)[C@@H]1C(NC(CC1)=O)=O)F